N-(1,3-Dihydroisobenzofuran-5-yl)-1-(1-oxo-1,2-dihydroisoquinolin-5-yl)-5-trifluoromethyl-1H-pyrazole-4-carboxamide C1OCC2=CC(=CC=C12)NC(=O)C=1C=NN(C1C(F)(F)F)C1=C2C=CNC(C2=CC=C1)=O